1-[(1S,4S)-5-[4-[3-Chloro-2-fluoro-4-[(1-fluorocyclopropyl)methoxy]anilino]pyrimido[5,4-d]pyrimidin-6-yl]-2,5-diazabicyclo[2.2.1]heptan-2-yl]prop-2-en-1-one ClC=1C(=C(NC=2C3=C(N=CN2)C=NC(=N3)N3[C@@H]2CN([C@H](C3)C2)C(C=C)=O)C=CC1OCC1(CC1)F)F